N-((2S)-3-Cyclohexyl-1-((4-(cyclopropylamino)-3-hydroxy-4-oxo-1-(2-oxo-8-oxa-1-azaspiro[4.5]decan-3-yl)butan-2-yl)amino)-1-oxopropan-2-yl)-4-methoxy-1H-indole-2-carboxamide C1(CCCCC1)C[C@@H](C(=O)NC(CC1C(NC2(C1)CCOCC2)=O)C(C(=O)NC2CC2)O)NC(=O)C=2NC1=CC=CC(=C1C2)OC